O=C(C(=O)NC=1C=NC=C(C(=O)N)C1)N1[C@H](CC[C@@H](C1)C1=CC=NN1)C1=CC=CC=C1 |r| rac-5-(2-oxo-2-((2R,5S)-2-phenyl-5-(1H-pyrazol-5-yl)piperidin-1-yl)acetamido)nicotinamide